FC=1C=C2C(=CN(C2=CC1C1COCC1)CC(C)(C)C)C(C)NS(=O)(=O)C1CC1 N-(1-(5-fluoro-1-neopentyl-6-(tetrahydrofuran-3-yl)-1H-indol-3-yl)ethyl)cyclopropanesulfonamide